The molecule is the intermediate in the biosynthesis of vitamin B12 from uroporphyrinogen III in which six methyl groups have been introduced into the tetrapyrrole framework, together with ring contraction and reduction. It is a conjugate acid of a precorrin-6Y(6-). C[C@@]12CC3=C([C@](C(=N3)/C=C\\4/[C@H]([C@]([C@@](N4)([C@H]5[C@@H]([C@@](/C(=C/C(=N1)C(=C2CC(=O)O)CCC(=O)O)/N5)(C)CCC(=O)O)CC(=O)O)C)(C)CC(=O)O)CCC(=O)O)(C)CC(=O)O)CCC(=O)O